2-(1-Adamantyl)-N-[2-[(2-chloro-3-pyridyl)methyl]-1H-benzimidazol-5-yl]acetamide C12(CC3CC(CC(C1)C3)C2)CC(=O)NC2=CC3=C(NC(=N3)CC=3C(=NC=CC3)Cl)C=C2